2-[(12aR)-8,10-dichloro-1,2,3,4,12,12a-hexahydro-6H-pyrazino[2,1-c][1,4]benzooxazepin-9-yl]-3-fluorophenol ClC=1C(=C(C2=C(CN3[C@@H](CO2)CNCC3)C1)Cl)C1=C(C=CC=C1F)O